FC1=C(C(=CC=C1)OC)C1=CNC2=NC(=CC=C21)NC(=O)C2C(C2)CN2CCN(CC2)C N-[3-(2-fluoro-6-methoxyphenyl)-1H-pyrrolo[2,3-b]pyridin-6-yl]-2-[(4-methylpiperazin-1-yl)methyl]cyclopropane-1-carboxamide